ls-1,10-dibromodecane BrCCCCCCCCCCBr